(aminomethyl)piperidine-1-carboxamide hydrochloride Cl.NCC1N(CCCC1)C(=O)N